NC1=NC=NC=2N(C3=CC=C(C=C3C21)C)CC(=O)N2[C@@H]1C[C@@H]1C[C@H]2C(=O)NC2=NC(=CC=C2)Br (1R,3S,5R)-2-(2-(4-amino-6-methyl-9H-pyrimido[4,5-b]indol-9-yl)acetyl)-N-(6-bromopyridin-2-yl)-2-azabicyclo[3.1.0]hexane-3-carboxamide